8-((3S,4R)-3-((tert-butyldimethylsilyl)oxy)-1-methylpiperidin-4-yl)-2-(2-chlorophenyl)-7-hydroxy-4-oxo-4H-chromen-5-yl methyl carbonate C(OC1=C2C(C=C(OC2=C(C(=C1)O)[C@@H]1[C@@H](CN(CC1)C)O[Si](C)(C)C(C)(C)C)C1=C(C=CC=C1)Cl)=O)(OC)=O